lauric acid hydrochloride Cl.C(CCCCCCCCCCC)(=O)O